FC1=C(C=C(C(=O)NC2=CC(=CC=C2)OC(F)(F)F)C=C1)CNC=1C=NC=C(C1)C1=NN(C=C1)C 4-fluoro-3-(((5-(1-methyl-1H-pyrazol-3-yl)pyridin-3-yl)amino)methyl)-N-(3-(trifluoromethoxy)phenyl)benzamide